N2-(((9H-fluoren-9-yl)methoxy)carbonyl)-N5-((3R,4S,5S)-3,4-dihydroxy-5-(methoxycarbonyl)tetrahydrofuran-2-yl)-L-glutamine C1=CC=CC=2C3=CC=CC=C3C(C12)COC(=O)N[C@@H](CCC(NC1O[C@@H]([C@H]([C@H]1O)O)C(=O)OC)=O)C(=O)O